carbobenzoxy-methyl glutamate N[C@@H](CCC(=O)[O-])C(=O)OCC(=O)OCC1=CC=CC=C1